ON1[C@@H]2CC[C@H](N(C1=O)C2)C(NC(CC2=NC=CC=N2)=O)=N N-(((2S,5R)-6-hydroxy-7-oxo-1,6-diazabicyclo[3.2.1]oct-2-yl)(imino)methyl)-2-(pyrimidin-2-yl)acetamide